7-[3-(trifluoromethyl)phenoxy]-5-vinyl-quinoline FC(C=1C=C(OC2=CC(=C3C=CC=NC3=C2)C=C)C=CC1)(F)F